methyl-2-((1,2,2-trimethylbicyclo(3.1.0)hex-3-yl)methyl)-cyclopropane-methanol CC1(C(C1)CC1C(C2(CC2C1)C)(C)C)CO